COC(C1=CC=C2C3(CC(N(C2=N1)COCC[Si](C)(C)C)C3)O[Si](C3=CC=CC=C3)(C3=CC=CC=C3)C(C)(C)C)OC 7-(dimethoxymethyl)-4-((tert-butyldiphenylsilyl)oxy)-1-((2-(trimethylsilyl)ethoxy)methyl)-1,2,3,4-tetrahydro-2,4-methylene-1,8-naphthyridine